ClC1=NC=C(C=C1)N1N=CC=C1 2-chloro-5-(1H-pyrazol-1-yl)pyridine